tert-butyl ethyl (4-fluoro-6-(1-oxo-1-((2,2,2-trifluoroethyl)amino)propan-2-yl)-1,3-phenylene)dicarbamate FC1=C(C=C(C(=C1)C(C(NCC(F)(F)F)=O)C)NC(OC(C)(C)C)=O)NC(OCC)=O